N1=CN=C(C2=C1NC=C2)N[C@@H]2CC[C@@H](N(C2)C(C=C)=O)C 1-((2S,5R)-5-((7H-PYRROLO[2,3-D]PYRIMIDIN-4-YL)AMINO)-2-METHYLPIPERIDIN-1-YL)PROP-2-EN-1-ON